FC1=CC=C(C=C1)C(C=O)=O 2-(4-fluorophenyl)-2-oxo-acetaldehyde